FC(C=1C=CC2=C(N=CO2)C1)(F)F 5-(trifluoromethyl)benzo[d]oxazol